bis[di-t-butyl-(p-dimethylaminophenyl)phosphino]palladium (II) dichloride C(C)(C)(C)P(C1=CC=C(C=C1)N(C)C)(C(C)(C)C)[Pd-2](P(C(C)(C)C)(C(C)(C)C)C1=CC=C(C=C1)N(C)C)(Cl)Cl